2-bromo-9,9-bis(4-butoxyphenyl)-fluorene BrC1=CC=2C(C3=CC=CC=C3C2C=C1)(C1=CC=C(C=C1)OCCCC)C1=CC=C(C=C1)OCCCC